O1C2=C(OCC1)C=C(C=C2)C(=O)NC=2C=CC(=C(C2)NC(=O)C=2C=C1C=CC(=NC1=CC2)CN2CCN(CC2)CC)F N-(5-(2,3-dihydrobenzo[b][1,4]dioxine-6-carboxamido)-2-fluorophenyl)-2-((4-ethylpiperazin-1-yl)methyl)quinoline-6-carboxamide